C(=O)=C(C(=O)NC1=CC(=NC=C1)C(F)(F)F)C=1C=NN(C1C(F)(F)F)C1=C2C=CNC(C2=CC=C1)=C=O 2-carbonyl-2-(1-(1-carbonyl-1,2-dihydroisoquinolin-5-yl)-5-(trifluoromethyl)-1H-pyrazol-4-yl)-N-(2-(trifluoromethyl)pyridin-4-yl)acetamide